(1s,3s)-3-(5-amino-9-fluoro-7-methoxy-[1,2,4]triazolo[1,5-c]quinazolin-2-yl)-1-(6-(2-hydroxypropan-2-yl)pyridin-3-yl)cyclobutan-1-ol NC1=NC=2C(=CC(=CC2C=2N1N=C(N2)C2CC(C2)(O)C=2C=NC(=CC2)C(C)(C)O)F)OC